(R)-4-(2-(2-(3-(2-hydroxypropylamino)-3-oxopropyl)-5-methyl-1,2,3,4-tetrahydroisoquinolin-7-yl)-5-tosyl-5H-pyrrolo[2,3-b]pyrazin-7-yl)-N,N,2-trimethylbenzamide O[C@@H](CNC(CCN1CC2=CC(=CC(=C2CC1)C)C=1N=C2C(=NC1)N(C=C2C2=CC(=C(C(=O)N(C)C)C=C2)C)S(=O)(=O)C2=CC=C(C)C=C2)=O)C